Cl.C[C@H]1CNCC1 (R)-3-methylpyrrolidine hydrochloride